N-(5-(3-amino-5-(3,5-dimethylisoxazol-4-yl)phenoxy)-2-methylphenyl)-3-(piperidin-1-yl)propanamide NC=1C=C(OC=2C=CC(=C(C2)NC(CCN2CCCCC2)=O)C)C=C(C1)C=1C(=NOC1C)C